3-methoxy-2-[[4-(o-tolyl)-1-oxo-2H-isoquinolin-7-yl]oxy]propanoic acid COCC(C(=O)O)OC1=CC=C2C(=CNC(C2=C1)=O)C1=C(C=CC=C1)C